BrC1=CC=C(C=C1)C1=CC=C(C=C1)N1C(=NC2=C1C=CC=C2)CC (4'-bromo-[1,1'-biphenyl]-4-yl)-2-ethyl-1H-benzo[d]imidazole